3-[5-[1-(2-Fluoro-6-methyl-phenyl)-piperidin-4-yl]-6-oxo-7-(2-trifluoromethylbenzyl)-4,5,6,7-tetrahydro-pyrazolo[3,4-d]pyrimidin-2-yl]-azetidine-1-carboxylic acid methyl ester COC(=O)N1CC(C1)N1N=C2N(C(N(CC2=C1)C1CCN(CC1)C1=C(C=CC=C1C)F)=O)CC1=C(C=CC=C1)C(F)(F)F